2-(2-(1-(5-(3-(aminomethyl)phenyl)benzofuran-3-yl)ethoxy)phenyl)acetic acid NCC=1C=C(C=CC1)C=1C=CC2=C(C(=CO2)C(C)OC2=C(C=CC=C2)CC(=O)O)C1